7-Bromo-3-(dimethylamino)-1-benzothiophene-2-carboxylic acid ethyl ester C(C)OC(=O)C=1SC2=C(C1N(C)C)C=CC=C2Br